N-((1S,2S)-2-hydroxycyclohexyl)-6-(1-methyl-1H-pyrazol-3-yl)-4-((6-(1-methyl-1H-pyrazol-4-yl)pyridin-3-yl)methyl)picolinamide O[C@@H]1[C@H](CCCC1)NC(C1=NC(=CC(=C1)CC=1C=NC(=CC1)C=1C=NN(C1)C)C1=NN(C=C1)C)=O